(3-(1-(6,7-dimethoxyquinazolin-4-yl)piperidin-4-yl)propyl)boronic acid COC=1C=C2C(=NC=NC2=CC1OC)N1CCC(CC1)CCCB(O)O